7-(5-(6-methylpyridin-2-yl)-1H-pyrazol-4-yl)-4-(4-(piperidin-3-yl)phenyl)isoquinoline CC1=CC=CC(=N1)C1=C(C=NN1)C1=CC=C2C(=CN=CC2=C1)C1=CC=C(C=C1)C1CNCCC1